4-[5-(2-aminoethyl)pyrimidin-2-yl]-3-(2-methyl-5-pyrimidin-4-ylpyrazol-3-yl)oxybenzonitrile NCCC=1C=NC(=NC1)C1=C(C=C(C#N)C=C1)OC=1N(N=C(C1)C1=NC=NC=C1)C